ClC1=C(OC2=C(C=C(C=C2)C=2SC=3N=CN=C(C3N2)O)[N+](=O)[O-])C=CC=C1 2-[4-(2-Chlorophenoxy)-3-nitrophenyl]-7-hydroxy-thiazolo[5,4-d]pyrimidine